COCC(=O)NC=1N=CC2=CC(=NC=C2C1)C=1C=NC(=CC1C)C(CC)=O 2-methoxy-N-[7-(4-methyl-6-propanoylpyridin-3-yl)-2,6-naphthyridin-3-yl]acetamide